4-(3-p-tolyl-1H-indol-2-yl)benzenesulfonamide C1(=CC=C(C=C1)C1=C(NC2=CC=CC=C12)C1=CC=C(C=C1)S(=O)(=O)N)C